BrC=1N=CN(C1)C1CC1 4-bromo-1-cyclopropylimidazole